O-(4-(trifluoromethoxy)phenyl)hydroxylamine FC(OC1=CC=C(C=C1)ON)(F)F